FC=1C2=C(C(=NC1OC)C)CC(C2)CO (4-fluoro-3-methoxy-1-methyl-6,7-dihydro-5H-cyclopenta[c]pyridin-6-yl)methanol